FC1CN(CCC1N1C[C@@H](CCC1)C)C(=O)OCC1=CC=CC=C1 Benzyl (3R)-3'-fluoro-3-methyl[1,4'-bipiperidine]-1'-carboxylate